4,9-dihydroxy-1H-pyrano[3',4':6,7]indolizino[1,2-b]quinoline OC1=COCC2=CN3C=C4C(N=C5C=CC(=CC5=C4)O)=C3C=C21